CC(C(=O)OCC(C)(C1=CC(=C(C=C1)Cl)F)NC(NC1=C(C=CC=C1CNC=1OC=CN1)N)=S)(C)C 2-{[(2-amino-6-{[(1,3-oxazol-2-yl)amino]methyl}phenyl)-carbamothioyl]amino}-2-(4-chloro-3-fluorophenyl)propyl 2,2-dimethylpropanoate